bis[2-(2-hydroxyphenyl)benzoOxazolyl]zinc (II) OC1=C(C=CC=C1)C=1OC2=C(N1)C(=CC=C2)[Zn]C2=CC=CC1=C2N=C(O1)C1=C(C=CC=C1)O